C1=C(C(=O)NC(=O)N1)[C@H]2[C@@H]([C@@H]([C@H](O2)CO)O)O beta-Pseudouridine